C(C(C)(C)C)[Zr](CC(C)(C)C)CC(C)(C)C tris(neopentyl)zirconium